1-PYRIDIN-3-YL-1H-IMIDAZOLE-2-CARBALDEHYDE N1=CC(=CC=C1)N1C(=NC=C1)C=O